erbium iodate I(=O)(=O)[O-].[Er+3].I(=O)(=O)[O-].I(=O)(=O)[O-]